Cl.ClCC1=NC(=CC=C1)C 2-(chloromethyl)-6-methylpyridine hydrochloride salt